CN(CCN1C2=CC=CC=C2C=2C=CC(=CC12)CC(=O)NCC1=CC(=CC=C1)F)C 2-(9-(2-(dimethylamino)ethyl)-9H-carbazol-2-yl)-N-(3-fluorobenzyl)acetamide